S(=O)(=O)(ON1[C@@H]2CC[C@H](N(C1=O)C2)C(NC(CCNC(=O)OC(C)(C)C)=O)=N)O (2S,5R)-2-(N-(3-((tert-butoxycarbonyl) amino) propanoyl) carbamimidoyl)-7-oxo-1,6-diazabicyclo[3.2.1]octan-6-yl hydrogen sulfate